tert-butyl ((3S,4S)-1-(1,5-dimethyl-1H-imidazol-2-yl)-4-fluoropyrrolidin-3-yl)carbamate CN1C(=NC=C1C)N1C[C@@H]([C@H](C1)F)NC(OC(C)(C)C)=O